3-(1,5-dimethyl-1H-pyrazol-4-yl)-1,2-dihydropyrrole CN1N=CC(=C1C)C1CNC=C1